2-(3,5-dichlorophenoxy)-N-(3-methylsulfonylphenyl)-5-(trifluoromethyl)pyridine-3-carboxamide ClC=1C=C(OC2=NC=C(C=C2C(=O)NC2=CC(=CC=C2)S(=O)(=O)C)C(F)(F)F)C=C(C1)Cl